C1(CC1)N1N=C2C(N(C(N([C@H]2C)C2CCN(CC2)C2=C(C=CC=C2C)F)=O)CC2=C(C=CC=C2)C2CC2)=C1 (S)-2-cyclopropyl-4-(2-cyclopropyl-benzyl)-6-[1-(2-fluoro-6-methyl-phenyl)-piperidin-4-yl]-7-methyl-2,4,6,7-tetrahydro-pyrazolo[4,3-d]pyrimidin-5-one